azido-propionic acid N(=[N+]=[N-])C(C(=O)O)C